(hydroxymethyl)phthalazin-1(2H)-one OCN1C(C2=CC=CC=C2C=N1)=O